2-(6-methylpyridin-3-yl)acetamide CC1=CC=C(C=N1)CC(=O)N